C(C)(C)(C)OC(/C=C/C1=CC(=C(C(=O)OC)C=C1)Cl)=O methyl (E)-4-(3-(t-butoxy)-3-oxoprop-1-en-1-yl)-2-chlorobenzoate